NC(C(=O)O)CCO amino-4-hydroxybutyric acid